ClC=1C=C(C=NNC2=NC=NC3=C2N=CN=C3NC3=CC(=CC=C3)OCCN3CCOCC3)C=CC1 8-(2-(3-chlorobenzylidene)hydrazineyl)-N-(3-(2-morpholinoethoxy)phenyl)pyrimido[5,4-d]pyrimidin-4-amine